C(C)(=O)N1CCC(CC1)NS(=O)(=O)C1=CC2=C(NC(N2)=O)C=C1 N-(1-acetylpiperidin-4-yl)-2-oxo-2,3-dihydro-1H-benzo[d]imidazole-5-sulfonamide